ClC1=C(C=CC=C1)[C@H](C)NC1=NC(=C(C(=O)OC)C=C1F)F Methyl (S)-6-((1-(2-chlorophenyl)ethyl)amino)-2,5-difluoronicotinate